C(C)(C)C1=C(NC2=CC=C(C=C12)C1CCN(CC1)CCC)C=1C=C(C(N(C1)C)=O)C1=CC(=CC=C1)OC 5-(3-isopropyl-5-(1-propylpiperidin-4-yl)-1H-indol-2-yl)-3-(3-methoxyphenyl)-1-methylpyridin-2(1H)-one